4-(3-fluoro-2',3',4',5'-tetrahydro-[1,1'-biphenyl]-4-yl)-1H-indazol-3-amine FC=1C=C(C=CC1C1=C2C(=NNC2=CC=C1)N)C=1CCCCC1